BrC1=C(C=CC=C1)C1=CC=CC=2C3=CC=CC=C3C(C12)(C1=CC=CC=C1)C1=CC=CC=C1 2-bromo-9,9-diphenylphenylfluorene